tert-butyl N-[(S,3'R,4S)-4-[3-(1,2,3,4-tetrahydro-1,5-naphthyridin-1-yl)-1H-pyrazolo[3,4-b]pyrazin-6-yl]-1',3'-dihydrospiro[cyclohexane-1,2'-inden]-3'-yl]carbamate N1(CCCC2=NC=CC=C12)C1=NNC2=NC(=CN=C21)C2CCC1(CC3=CC=CC=C3[C@@H]1NC(OC(C)(C)C)=O)CC2